C1(CC1)OC(C1=CN=CC=C1)=O nicotinic acid cyclopropyl ester